N[C@@H](C(=O)N1CC2=NN(C=C2C1)S(=O)(=O)C1=CC2=C(N=CS2)C=C1)C=1C(=NC=CC1)C (2R)-2-amino-1-[2-(1,3-benzothiazole-6-sulfonyl)-2H,4H,5H,6H-pyrrolo[3,4-c]pyrazol-5-yl]-2-(2-methylpyridin-3-yl)ethan-1-one